3-(5-((3-(4-((4-(4-chlorophenyl)-6,6-dimethyl-5,6-dihydro-2H-pyran-3-yl)methyl)piperazin-1-yl)propyl)thio)-2-methyl-4-oxoquinazolin-3(4H)-yl)piperidine-2,6-dione ClC1=CC=C(C=C1)C1=C(COC(C1)(C)C)CN1CCN(CC1)CCCSC1=C2C(N(C(=NC2=CC=C1)C)C1C(NC(CC1)=O)=O)=O